2-Hydroxy-4-[2-(acryloylamino)ethoxy]benzophenone OC1=C(C(=O)C2=CC=CC=C2)C=CC(=C1)OCCNC(C=C)=O